C(CCCC)N1N=CC(=C1)NC(OC(C)(C)C)=O tert-butyl (1-pentyl-1H-pyrazol-4-yl)carbamate